FC=1C=C(C=NC1N1CCC(CC1)C(F)(F)F)NC=1C=CC2=C(N(C(O2)=O)C)C1 5-((5-fluoro-6-(4-(trifluoromethyl)piperidin-1-yl)pyridin-3-yl)amino)-3-methylbenzo[d]oxazol-2(3H)-one